ClC=1C=CC(=C(C1)NC(=O)C1=C(C2=C(CCC3=CN(N=C23)CC2=CC=C(C=C2)C)O1)C)C N-(5-chloro-2-methylphenyl)-8-methyl-2-(4-methylbenzyl)-4,5-dihydro-2H-furo[2,3-g]indazole-7-carboxamide